O(C1[C@@H](O)[C@@H](O)[C@H](O)[C@H](O1)CO)C methyl d-mannopyranoside